(R)-beta-homoserine N[C@@H](CO)CC(=O)O